FC=1C=CC(=C(C(=O)NCC2=CC=C(C=C2)C2=NN(C(=C2C(=O)O)NC(C2=CC=CC=C2)(C2=CC=CC=C2)C2=CC=CC=C2)[C@H](C(F)(F)F)C)C1)OC (S)-3-(4-((5-fluoro-2-methoxybenzamido)methyl)phenyl)-1-(1,1,1-trifluoropropan-2-yl)-5-(tritylamino)-1H-pyrazole-4-carboxylic acid